4-CYCLOPROPOXY-6-ETHYL-1,6-DIHYDROPYRIDINE-2-CARBALDEHYDE C1(CC1)OC=1C=C(NC(C1)CC)C=O